5-(3,4-dihydro-1H-isoquinolin-2-yl)-2-pyridin-2-yl-4,5,6,7-tetrahydro-2H-indazol-3-ol C1N(CCC2=CC=CC=C12)C1CC2=C(N(N=C2CC1)C1=NC=CC=C1)O